ClC(CI)(F)F 1-chloro-1,1-difluoro-2-iodoethane